((1r,3r)-3-((5-(imidazo[1,2-a]pyrimidin-6-yl)-7H-pyrrolo[2,3-d]pyrimidin-2-yl)amino)-1-methylcyclobutyl)(pyrrolidin-1-yl)methanone N=1C=CN2C1N=CC(=C2)C2=CNC=1N=C(N=CC12)NC1CC(C1)(C)C(=O)N1CCCC1